FC([C@H]1CC=2C=3C(=N[C@H](C4=NC(=NN4C3SC2C1)C)C)C1=C(C=CC=C1F)F)F (-)-(7S,13S)-13-(difluoromethyl)-9-(2,6-difluorophenyl)-4,7-dimethyl-16-thia-2,3,5,8-tetrazatetracyclo[8.6.0.02,6.011,15]hexadeca-1(10),3,5,8,11(15)-pentaene